(6s,7S)-7-((difluoromethyl)sulfonamido)-N-((R)-1,1-difluoropropan-2-yl)-6-((2,3',5'-trifluoro-[1,1'-biphenyl]-3-yl)methyl)-5-azaspiro[2.4]heptane-5-carboxamide FC(S(=O)(=O)N[C@@H]1[C@@H](N(CC12CC2)C(=O)N[C@@H](C(F)F)C)CC=2C(=C(C=CC2)C2=CC(=CC(=C2)F)F)F)F